5-[3'-(Aminomethyl)-6-(trifluoromethyl)[1,1'-biphenyl]-3-yl]-1,3,4-oxadiazol-2(3H)-one NCC=1C=C(C=CC1)C1=CC(=CC=C1C(F)(F)F)C1=NNC(O1)=O